BrC1=C(C=C(C(=C1)C)I)OC 1-bromo-4-iodo-2-methoxy-5-methylbenzene